COC(=O)C=1C(=CC=CC1)C1=CC(=CC=C1)C=1C(=CC=CC1)C(=O)OC [1,1':3',1''-terphenyl]-2,2''-dicarboxylic acid dimethyl ester